tert-butyl N-benzyl-N-{6-[(2S)-2-[(tert-butoxycarbonyl)amino]propyl]-7-methylthieno[3,2-d][1,2,3]triazin-4-yl}carbamate C(C1=CC=CC=C1)N(C(OC(C)(C)C)=O)C=1C2=C(N=NN1)C(=C(S2)C[C@H](C)NC(=O)OC(C)(C)C)C